4-(2-fluoropropan-2-yl)pyrimidine-5-carbaldehyde FC(C)(C)C1=NC=NC=C1C=O